NCCOCCOCCOCCOCCOCCOCCOCCOCCOCC(=O)OC(C)(C)C tert-Butyl 29-amino-3,6,9,12,15,18,21,24,27-nonaoxanonacosanoate